7-chloro-2',3',5',6'-tetrahydro-1H-spiro[imidazo[1,2-c]pyrimidine-2,4'-pyran]-5(3H)-one ClC=1C=C2N(C(N1)=O)CC1(CCOCC1)N2